FC1=C(C(=C(C(=C1[B-](C1=C(C(=C(C(=C1F)F)F)F)F)(C1=C(C(=C(C(=C1F)F)F)F)F)C1=C(C(=C(C(=C1F)F)F)F)F)F)F)F)F.C(CCCCCCCCCCCCCCCCC)[NH+](C1=CC=CC=C1)CCCCCCCCCCCCCCCCCC N-octadecyl-N-octadecyl-anilinium tetrakis(pentafluorophenyl)borate